ClC1=CN=C(C(=N1)N)SC=1C(=NC=CC1)C(F)(F)F 6-chloro-3-((2-(trifluoromethyl)pyridin-3-yl)thio)pyrazin-2-amine